Cl.Cl.[C@H]12CN(C[C@H](CC1)N2)C2=NC(=NC1=C(C(=C(C=C21)C)C2=CC(=CC1=CC=CC=C21)O)F)OCCCN(C)C 4-((S or R)-4-((1R,5S)-3,8-diazabicyclo[3.2.1]octan-3-yl)-2-(3-(dimethylamino)propoxy)-8-fluoro-6-methylquinazolin-7-yl)naphthalen-2-ol dihydrochloride